C(=O)O.C1(CC1)S(=O)(=O)N1N=CC(=C1)C1=NC=CC(=N1)NC1=NC=C(C(=C1)N1CCC2(CCN(C2)C)CC1)C#CC=1C=NN(C1)C 2-(1-(cyclopropylsulfonyl)-1H-pyrazol-4-yl)-N-(5-((1-methyl-1H-pyrazol-4-yl)ethynyl)-4-(2-methyl-2,8-diazaspiro[4.5]dec-8-yl)pyridin-2-yl)pyrimidin-4-amine formate